N-[4-fluoro-5-[2-(morpholin-4-ylmethyl)-1,3-thiazol-4-yl]-2-[rac-(3R,5S)-3,4,5-trimethylpiperazin-1-yl]phenyl]-6-oxo-4-(trifluoromethyl)-1H-pyridine-3-carboxamide FC1=CC(=C(C=C1C=1N=C(SC1)CN1CCOCC1)NC(=O)C1=CNC(C=C1C(F)(F)F)=O)N1C[C@H](N([C@H](C1)C)C)C |r|